P(=O)(OCC1=CC=CC=C1)(OCC1=CC=CC=C1)O[C@H](CO)C (S)-dibenzyl (1-hydroxypropan-2-yl) phosphate